C1(=CC=CC=C1)C(C)NC1=CC(N(C(N1)=O)CCC)=O 6-((1-phenylethyl)amino)-3-propylpyrimidine-2,4(1H,3H)-dione